tert-Butyl ((1S)-(7-((1R)-cyclopropyl(4,4,4-trifluoro-3-methylbutanamido)methyl)imidazo[1,2-a]pyrimidin-2-yl)(4,4-difluorocyclohexyl)methyl)carbamate C1(CC1)[C@H](C1=NC=2N(C=C1)C=C(N2)[C@H](C2CCC(CC2)(F)F)NC(OC(C)(C)C)=O)NC(CC(C(F)(F)F)C)=O